tert-Butyl (5aS,6S,9R)-2-chloro-1-fluoro-5a,6,7,8,9,10-hexahydro-5H-4-oxa-3,10a,11,13,14-pentaaza-6,9-methanonaphtho[1,8-ab]heptalene-14-carboxylate ClC=1C(=C2N=CN=C3C2=C(OC[C@@H]2[C@@H]4CC[C@H](CN32)N4C(=O)OC(C)(C)C)N1)F